phenylbis(o-tolyl)phosphine C1(=CC=CC=C1)P(C1=C(C=CC=C1)C)C1=C(C=CC=C1)C